BrC=1N=CN(C1)C1=CC=C(C=C1)CO[C@H]1CN(C[C@@H]1F)C 4-Bromo-1-(4-((((3S,4S)-4-fluoro-1-methylpyrrolidin-3-yl)oxy)methyl)phenyl)-1H-imidazole